N1(CCNCCC1)CCCO 3-(1,4-diazepan-1-yl)propan-1-ol